FC1=C(C(=CC=C1)F)NC(C(=O)N[C@@H](C)C(=O)OCC)=O Ethyl (2-((2,6-difluorophenyl)amino)-2-oxoacetyl)-L-alaninate